CC1=CC=CC(=N1)C1=NC=CC(=N1)NC1=NC(=NC=C1)NC1=CC=C(C=C1)C=1N=NN(C1)C N4-[2-(6-methyl-2-pyridyl)pyrimidin-4-yl]-N2-[4-(1-methyltriazol-4-yl)phenyl]pyrimidine-2,4-diamine